4-((1-methylpiperidin-4-yl)oxy)-3-nitroaniline CN1CCC(CC1)OC1=C(C=C(N)C=C1)[N+](=O)[O-]